benzyl (4-(4-(oxetan-2-ylmethyl)piperazin-1-yl)phenethyl)carbamate O1C(CC1)CN1CCN(CC1)C1=CC=C(CCNC(OCC2=CC=CC=C2)=O)C=C1